OC1=CC(=C(C=C1)C=1C=C2CC/C(/C(C2=CC1)=O)=N/O)C (2Z)-6-(4-hydroxy-2-methylphenyl)-2-(hydroxyimino)-1,2,3,4-tetrahydronaphthalen-1-one